CC1=C(C=2N(C=C1C1=C(C=3N=C(SC3N1)N1C[C@H](N(C[C@@H]1C)CC(=O)N(C)C)C)C(C)C)N=CN2)C 2-((2r,5s)-4-(5-(7,8-dimethyl-[1,2,4]triazolo[1,5-a]pyridin-6-yl)-6-isopropyl-4H-pyrrolo[3,2-d]thiazol-2-yl)-2,5-dimethylpiperazin-1-yl)-N,N-dimethylacetamide